3-(((5-(1-((tert-butyldimethylsilyl)oxy)vinyl)-1-((2-(trimethylsilyl)ethoxy)methyl)-1H-indazol-6-yl)oxy)methyl)isoxazole [Si](C)(C)(C(C)(C)C)OC(=C)C=1C=C2C=NN(C2=CC1OCC1=NOC=C1)COCC[Si](C)(C)C